C1(CCCCC1)NC(CC)S(=O)(=O)O (cyclohexyl)aminopropanesulfonic acid